COC=1C(=NC(=NC1C1=CC(=CC=C1)C=1N=NC=CC1)N1CCOCC1)NC1=CC=NC=C1 5-methoxy-2-morpholino-6-(3-(pyridazin-3-yl)phenyl)-N-(pyridin-4-yl)pyrimidin-4-amine